4,4'-dinitrodiphenyldisulfide C1=CC(=CC=C1[N+](=O)[O-])SSC2=CC=C(C=C2)[N+](=O)[O-]